C(C)(C)(C)C1=CC=CC2=C1C=C(S2)NC2=CC=C(C=C2)C(C)(C)C N-(4-tert-butylbenzothiophen-2-yl)-4-tert-butylphenylamine